[Cl-].C(C)N(C=1C=CC2=C(C3=CC=C(C=C3[O+]=C2C1)N(CC)CC)C1=C(C=CC=C1)C(=O)N1CCN(CC1)C(C(=C)C)=O)CC 3,6-bis(diethylamino)-9-[2-[[4-(2-methyl-1-oxo-2-propen-1-yl)-1-piperazinyl]carbonyl]phenyl]xanthylium chloride